ClC=1C(=NC(=NC1)N[C@H]1[C@@H](COCC1)O)C1=CC2=C(N=C3N2CCN3)C(=C1)F (3S,4R)-4-((5-chloro-4-(8-fluoro-2,3-dihydro-1H-benzo[d]imidazo[1,2-a]imidazol-6-yl)pyrimidin-2-yl)amino)tetrahydro-2H-pyran-3-ol